N-(4-methyl-1,3-thiazol-2-yl)-[1,1'-biphenyl]-4-sulfonamide CC=1N=C(SC1)NS(=O)(=O)C1=CC=C(C=C1)C1=CC=CC=C1